CN(S(=O)(=O)C=1C=CC(=C(C(=O)NC2=CC=C(C=C2)Br)C1)N1CCCC1)C 5-(dimethylsulfamoyl)-N-(4-bromophenyl)-2-pyrrolidin-1-ylbenzamide